(4-(4-chloro-7-(2-oxopropyl)-7H-pyrrolo[2,3-d]pyrimidin-5-yl)phenyl)carbamic acid tert-butyl ester C(C)(C)(C)OC(NC1=CC=C(C=C1)C1=CN(C=2N=CN=C(C21)Cl)CC(C)=O)=O